3-(methacryloyloxyethyl)-2,2,4-trifluorooxetane C(C(=C)C)(=O)OCCC1C(OC1F)(F)F